2-methyl-1,3-pentanediol di(p-toluate) C1(=CC=C(C=C1)C(=O)OCC(C(CC)OC(=O)C1=CC=C(C=C1)C)C)C